C1(CCC1)NC1=NC(=CC2=CN=C(C=C12)N[C@@H]1CNCCC1)C#N (S)-1-(cyclobutylamino)-7-(piperidin-3-ylamino)-2,6-naphthyridine-3-carbonitrile